FC=1C=C(C=C(C1)F)C(=O)C1=CNC=2N=C(N=C(C21)NC2CCC(CC2)CO)NC2=CC=C(C=C2)N2CCOCC2 (3,5-difluorophenyl)(4-(((1r,4r)-4-(hydroxymethyl)cyclohexyl)amino)-2-((4-morpholinophenyl)amino)-7H-pyrrolo[2,3-d]pyrimidin-5-yl)methanone